C(C)P(=O)(CC)CC1CCCN2C=CC(=C12)C(=O)OC methyl 8-((diethylphosphinoyl) methyl)-5,6,7,8-tetrahydroindolizine-1-carboxylate